N=1C=C(N2C1C=NC=C2)C2=C1CNC(C1=C(C=C2)NC2=NC=C(C=C2)N2CCN(CC2)C)=O 4-imidazo[1,2-a]pyrazin-3-yl-7-[[5-(4-methylpiperazin-1-yl)-2-pyridyl]amino]isoindolin-1-one